(2S,4R)-1-(2-(3-acetyl-5-(2-methylpyrimidin-5-yl)-1H-indazol-1-yl)acetyl)-N-(6-bromo-3-methylpyridin-2-yl)-4-fluoro-4-(fluoromethyl)pyrrolidine-2-carboxamide C(C)(=O)C1=NN(C2=CC=C(C=C12)C=1C=NC(=NC1)C)CC(=O)N1[C@@H](C[C@@](C1)(CF)F)C(=O)NC1=NC(=CC=C1C)Br